COC1=C(C(=CC=C1)OC)N1C(=NN=C1C1=NC(=CC=C1)OCC)C(=O)NS(=O)(=O)CC=1C=NC=CC1 4-(2,6-Dimethoxyphenyl)-5-(6-ethoxypyridin-2-yl)-N-((pyridin-3-ylmethyl)sulfonyl)-4H-1,2,4-triazole-3-carboxamide